NC=1C(=NC(=C(C1)OCCOC)OC)C(=O)N 3-amino-6-methoxy-5-(2-methoxyethoxy)pyridineamide